benzyl 6-[rac-(1R,2R)-2-[(2-methylpropan-2-yl)oxycarbonyl]cyclopropyl]-3,4-dihydro-1H-isoquinoline-2-carboxylate CC(C)(C)OC(=O)[C@H]1[C@@H](C1)C=1C=C2CCN(CC2=CC1)C(=O)OCC1=CC=CC=C1 |r|